N-(2-fluoro-4-(2-(2,2,2-trifluoroacetyl)hydrazine-1-carbonyl)benzyl)-N-(4-methoxyphenyl)methanesulfonamide FC1=C(CN(S(=O)(=O)C)C2=CC=C(C=C2)OC)C=CC(=C1)C(=O)NNC(C(F)(F)F)=O